((3S,5R)-4-propenoyl-3,5-dimethylpiperazin-1-yl)-6-chloro-7-(2-fluoro-6-hydroxyphenyl)-1-(2-isopropyl-4-methylpyridin-3-yl)-2-oxo-1,2-dihydro-1,8-naphthyridine-3-carbonitrile C(C=C)(=O)N1[C@H](CN(C[C@H]1C)C1=C(C(N(C2=NC(=C(C=C12)Cl)C1=C(C=CC=C1O)F)C=1C(=NC=CC1C)C(C)C)=O)C#N)C